CN1N=CC(=C1)[C@H]1[C@@H](C1)C(=O)O |r| (racemic)-(trans)-2-(1-Methyl-1H-pyrazol-4-yl)cyclopropane-1-carboxylic acid